C(C)(C)N1C(=NN=C1)C1=CC=CC(=N1)N1C(N(CC1)C1=CC=C(C=C1)C1CCN(CC1)S(=O)(=O)C)=O 1-(6-(4-isopropyl-4H-1,2,4-triazol-3-yl)pyridin-2-yl)-3-(4-(1-(methylsulfonyl)piperidin-4-yl)phenyl)imidazolidin-2-one